(15R)-15-Hexadecanolide C1(CCCCCCCCCCCCC[C@@H](C)O1)=O